t-butyl 3-{4-[(6S)-2,3,6,9-tetramethyl-6H-thieno[3,2-f][1,2,4]triazolo[4,3-a][1,4]diazepin-4-yl]phenoxy}propanoate CC1=C(C=2C(=N[C@H](C=3N(C2S1)C(=NN3)C)C)C3=CC=C(OCCC(=O)OC(C)(C)C)C=C3)C